OC[C@@H](CC=1N=NC=C(C1O)O)C1=CC=C(C=C1)C#CC1=CC=C(C=C1)CN[C@@H]1COCC1 3-((S)-3-hydroxy-2-(4-((4-((((S)-tetrahydrofuran-3-yl)amino)methyl)phenyl)ethynyl)phenyl)propyl)pyridazine-4,5-diol